[Si](C)(C)(C(C)(C)C)OCC1(CCN(CC1)C=1C=CC(=NC1)NC=1C=CC(=C2CN(C(C12)=O)C(=O)OC(C)(C)C)Cl)O tert-butyl 7-{[5-(4-{[(tert-butyldimethyl silyl) oxy] methyl}-4-hydroxypiperidin-1-yl)pyridin-2-yl] amino}-4-chloro-1-oxo-3H-isoindole-2-carboxylate